NC1=C(C(=CC(=C1)Cl)F)O 2-Amino-4-chloro-6-fluorophenol